C(C1=CC=CC=C1)C1=NC(=NN1)C(=O)N[C@@H]1C(N(C2=C(OC1)C=CC(=C2)CCCCOCC2=NC=CC=C2)C)=O (S)-5-benzyl-N-(5-methyl-4-oxo-7-(4-(pyridin-2-ylmethoxy)butyl)-2,3,4,5-tetrahydrobenzo[b][1,4]oxazepin-3-yl)-1H-1,2,4-triazole-3-carboxamide